C(C)(C)(C)OC(=O)C1=CC(=NC2=CC=CC=C12)C=C vinyl-quinoline-4-carboxylic acid tert-butyl ester